[Pd](Cl)Cl.COC1=C(C(=C(C=C1)P)OC)OC.COC1=C(C(=C(C=C1)P)OC)OC bis(trimethoxyphenylphosphine) palladium (II) dichloride